butyl 2-(2,5-dihydroxyphenyl)-2-methylpropionate OC1=C(C=C(C=C1)O)C(C(=O)OCCCC)(C)C